FC(CCCS(=O)(=O)NC1=CC=C(C=C1)C1=C2N=CNC2=NC=N1)(F)F 6-(4-((4,4,4-trifluorobutyl)sulfonamido)phenyl)-9H-purin